dimethylsilanediyl[(cyclopentadienyl)(2,4,7-trimethylindenyl)]zirconium dichloride [Cl-].[Cl-].C[Si](=[Zr+2]C1C(=C(C2=C(C=CC(=C12)C)C)C1C=CC=C1)C)C